imidazole-5-carboxylic acid isopropyl ester TFA salt OC(=O)C(F)(F)F.C(C)(C)OC(=O)C1=CN=CN1